2,4,5-tribromo-1-cyclopropyl-1H-imidazole BrC=1N(C(=C(N1)Br)Br)C1CC1